C/C(/C=C)=C\C=C (1E,3E,5E)-3-methylhexa-1,3,5-triene